NC1=C(C(=NC(=N1)C=1C=C(C=CC1)C)OC(C)O)OC1=C(C=CC=C1)OC ((6-amino-5-(2-methoxyphenoxy)-2-(m-tolyl)pyrimidin-4-yl)oxy)ethan-1-ol